(R)-2-methyl-N-[[3-(2,2,2-trifluoroethoxy)phenyl]methylene]propane-2-sulfinamide CC(C)(C)[S@@](=O)N=CC1=CC(=CC=C1)OCC(F)(F)F